(3S)-3-(4,5-difluoro-2',6'-dimethylbiphenyl-3-yl)-3-(2-(5-(2-(3-fluoroazetidin-1-yl)ethyl)-4-methyl-2-oxopyridin-1(2H)-yl)-4-methylpentanamido)propanoic acid FC1=C(C=C(C=C1F)C1=C(C=CC=C1C)C)[C@H](CC(=O)O)NC(C(CC(C)C)N1C(C=C(C(=C1)CCN1CC(C1)F)C)=O)=O